3-(6-(3-(1H-Imidazol-2-yl)-4-methylpiperazin-1-yl)-1-methyl-1H-pyrazolo[3,4-d]pyrimidin-3-yl)-2,6-difluoro-5-(trifluoromethyl)phenol N1C(=NC=C1)C1CN(CCN1C)C1=NC=C2C(=N1)N(N=C2C=2C(=C(C(=C(C2)C(F)(F)F)F)O)F)C